rac-benzyl (2S,6R)-9-(trifluoromethyl)-3,4-dihydro-2H-2,6-methanobenzo[b][1,5]oxazocine-5(6H)-carboxylate FC(C=1C=CC2=C(O[C@H]3CCN([C@@H]2C3)C(=O)OCC3=CC=CC=C3)C1)(F)F |r|